1-[4-(4-amino-5-{3-methoxy-4-[(6-methylpyridin-2-yl)oxy]phenyl}-7-methyl-7H-pyrrolo[2,3-d]pyrimidin-6-yl)-1,2,3,6-tetrahydropyridin-1-yl]prop-2-en-1-one NC=1C2=C(N=CN1)N(C(=C2C2=CC(=C(C=C2)OC2=NC(=CC=C2)C)OC)C=2CCN(CC2)C(C=C)=O)C